1-benzyl 4-(tert-butyl) (2S,5S)-2-(bromomethyl)-5-methylpiperazine-1,4-dicarboxylate BrC[C@H]1N(C[C@@H](N(C1)C(=O)OC(C)(C)C)C)C(=O)OCC1=CC=CC=C1